3-(2,6-dichlorophenyl)-7-fluoro-6-iodo-2-methyl-quinazolin-4(3H)-one ClC1=C(C(=CC=C1)Cl)N1C(=NC2=CC(=C(C=C2C1=O)I)F)C